2-(4-Hydroxy-3-nitrophenyl)acetic acid methyl ester COC(CC1=CC(=C(C=C1)O)[N+](=O)[O-])=O